C1(CC1)C1=NN=C(S1)CN1N=C(C=CC1=O)C1=CC=C(C=C1)OC(F)F 2-((5-cyclopropyl-1,3,4-thiadiazol-2-yl)methyl)-6-(4-(difluoromethoxy)phenyl)-pyridazin-3(2H)-one